n-propyl p-hydroxybenzoate CCCOC(=O)C1=CC=C(C=C1)O